C(C)(C)(C)OC(=O)N1CC2=C(C=C(C=C2CC1)C(F)F)OCC1=CC=CC=C1 8-(benzyloxy)-6-(difluoromethyl)-3,4-dihydroisoquinoline-2(1H)-carboxylic acid tert-butyl ester